Cl.NC1=NC=C(C2=C1C=NN2)NC(C(N2C(CCCC2)C2=CC(=CC=C2)N2CCCC2)=O)=O N-(4-Amino-1H-pyrazolo[4,3-c]pyridin-7-yl)-2-oxo-2-[2-(3-pyrrolidin-1-ylphenyl)-1-piperidyl]acetamide Hydrogen chloride